COC(OC)[SiH2]CNC([O-])=O Dimethoxymethylsilylmethylcarbamate